ClC[C@@H](C[C@H](CC(=O)OC(C)(C)C)O)O tert-butyl (3R,5R)-6-chloro-3,5-dihydroxyhexanoate